(2-aminophenyl)phenylmethylsulfonyloxy-palladium NC1=C(C=CC=C1)[Pd]OS(=O)(=O)CC1=CC=CC=C1